C(C)(C)(C)C=1C(C(=CC(C1)=CC1=CC=C(C=C1)[N+](=O)[O-])C(C)(C)C)=O 2,6-di-t-butyl-4-(4-nitrobenzylidene)cyclohexa-2,5-dien-1-one